(R)-3-amino-N-(isoquinolin-6-yl)-2-(p-tolyl)propionamide NC[C@H](C(=O)NC=1C=C2C=CN=CC2=CC1)C1=CC=C(C=C1)C